ClC=1N=C(NC1C1=CC=C(C=C1)C)C#N 4-chloro-5-(4-tolyl)-1H-imidazole-2-nitrile